FC(OC[C@@H](C)NC(OC(C)(C)C)=O)(F)F tert-butyl [(2R)-1-(trifluoromethoxy)propan-2-yl]carbamate